C1(=CC=CC=2C(=CC=CC12)S(=O)(=O)[O-])S(=O)(=O)[O-] 1,5-naphthalene-disulphonate